ClC=1N(C(C=2N=C(N(C2N1)COC(CCC)=O)C=1C=NN(C1)CC1=CC(=CC=C1)C(F)(F)F)=O)CCC Butyric acid 2-chloro-6-oxo-1-propyl-8-[1-(3-trifluoromethyl-benzyl)-1H-pyrazol-4-yl]-1,6-dihydro-purin-9-ylmethyl ester